methyl 3-((3-amino-5-(4-(((tert-butoxycarbonyl) amino) methyl)-4-methylpiperidin-1-yl) pyrazin-2-yl) thio)-2-chlorobenzoate NC=1C(=NC=C(N1)N1CCC(CC1)(C)CNC(=O)OC(C)(C)C)SC=1C(=C(C(=O)OC)C=CC1)Cl